ClC1=NC=C(C=N1)CC1=CC(=CC=C1)OC 2-chloro-5-(3-methoxybenzyl)pyrimidine